C(C)C1=CC=C(C=N1)C1=NN2C(OCC3(CC3)C2)=C1C(=O)N[C@@H]1C(NC2=C(C(=N1)C1=CC=CC=C1)C=CC=C2)=O 2-(6-Ethylpyridin-3-yl)-N-[(3S)-2-oxo-5-phenyl-1,3-dihydro-1,4-benzodiazepin-3-yl]spiro[5,7-dihydropyrazolo[5,1-b][1,3]oxazine-6,1'-cyclopropane]-3-carboxamide